C1(=CC=CC=C1)C(C1=CC=CC=C1)(C1=CC=CC=C1)SOCC1=C(C(=O)[O-])C=CC=C1 2-{[(triphenylmethylmercapto)oxy]methyl}benzoate